FC1=C(C=C(CN2N=C3N([C@H](CCC3)C(=O)N3CCCC3)C2=O)C=C1)C(F)(F)F |r| (5RS)-2-[4-Fluoro-3-(trifluoromethyl)benzyl]-5-(pyrrolidin-1-ylcarbonyl)-5,6,7,8-tetrahydro[1,2,4]triazolo[4,3-a]pyridin-3(2H)-one